C(C)(C)(C)OC(=O)N1CCC(CC1)N1N=CC(=C1)NC1=NC=C(C(=N1)C1=CC=C(C(=O)O)C=C1)Cl 4-(2-((1-(1-(Tert-butoxycarbonyl)piperidin-4-yl)-1H-pyrazol-4-yl)amino)-5-chloropyrimidin-4-yl)benzoic Acid